2,3-dimethoxyphenyl acrylate C(C=C)(=O)OC1=C(C(=CC=C1)OC)OC